2-[4-(2,4-Dichlorobenzoyl)piperazinyl]Benzothiazole-6-carboxylic acid ethyl ester C(C)OC(=O)C1=CC2=C(N=C(S2)N2CCN(CC2)C(C2=C(C=C(C=C2)Cl)Cl)=O)C=C1